4-(methyl thiomethoxy)butyrate CSCOCCCC(=O)[O-]